CC=1N=NC(=C2C1C=NC(=C2)C=2C=C(CN1CCC(CC1)C1=CC=C(C=C1)C1C(NC(CC1)=O)=O)C=CC2)N[C@H](C)C2=C(C(=CC=C2)C(F)(F)F)C 3-(4-(1-(3-(4-methyl-1-(((R)-1-(2-methyl-3-(trifluoromethyl)phenyl)ethyl)-amino)pyrido[3,4-d]pyridazin-7-yl)benzyl)piperidin-4-yl)phenyl)piperidine-2,6-dione